C1(CCCC1)C=CC#N (2E) and (2Z)-3-Cyclopentylacrylonitrile